2-(4-(3-(pyrimidin-2-ylamino)propanamido)-1H-pyrazol-1-yl)acetic acid N1=C(N=CC=C1)NCCC(=O)NC=1C=NN(C1)CC(=O)O